tert-butyl 2-(4-hydroxy-1-(piperidin-4-ylmethyl)piperidin-4-yl)acetate OC1(CCN(CC1)CC1CCNCC1)CC(=O)OC(C)(C)C